(R)-8-(4-fluoro-1H-indole-2-carbonyl)-N-((S)-4-fluoro-3-oxo-1-((R)-2-oxopyrrolidin-3-yl)butan-2-yl)-5-oxa-8-azaspiro[3.5]nonane-9-carboxamide FC1=C2C=C(NC2=CC=C1)C(=O)N1CCOC2(CCC2)[C@@H]1C(=O)N[C@@H](C[C@@H]1C(NCC1)=O)C(CF)=O